FC=1C=2N(C=C(C1)NC(=O)C1=CC=C(C3=CN(N=C13)C(C)C)N1CCN(CC1)C(=O)OC(C)(C)C)C=C(N2)C tert-butyl 4-[7-({8-fluoro-2-methylimidazo[1,2-a]pyridin-6-yl}carbamoyl)-2-isopropylindazol-4-yl]piperazine-1-carboxylate